(4-(1H-pyrazol-4-yl)phenyl)spiro[chroman-2,3'-pyrrolidin]-2'-one N1N=CC(=C1)C1=CC=C(C=C1)N1C(C2(CC1)OC1=CC=CC=C1CC2)=O